5-phenyl-5H-thiazolo[2,3-b]Quinazoline dihydrochloride Cl.Cl.C1(=CC=CC=C1)C1N2C(=NC3=CC=CC=C13)SC=C2